N1(CCCCC1)C(=O)C=1C=NN2C1C=CC=C2C=2C=C1C=CNC(C1=CC2)=O 6-(3-(piperidine-1-carbonyl)pyrazolo[1,5-a]Pyridin-7-yl)isoquinoline-1(2H)-one